BrC1=C(C=CC(=C1)\C=C\C=1SC2=C(N1)C=C(C(=C2)NCCOCCO)C(C)C)O (E)-2-bromo-4-(2-(6-((2-(2-hydroxyethoxy)ethyl)amino)-5-isopropylbenzo[d]thiazol-2-yl)vinyl)phenol